1-((2S)-2-((1R,3aS,7aR,E)-4-(bromomethylene)-7a-methyl-octahydro-1H-inden-1-yl)propyl)-4-(trifluoromethyl)piperidin-4-ol Br\C=C/1\[C@H]2CC[C@@H]([C@]2(CCC1)C)[C@@H](CN1CCC(CC1)(O)C(F)(F)F)C